BrC=1C(=C(C(=O)O)C=CC1C)NC 3-bromo-4-methyl-2-(methylamino)benzoic acid